3-chloro-4-[(3,5-difluoropyridin-2-yl)methoxy]-2'-[2-(4-hydroxyoxan-4-yl)pyrimidin-4-yl]-5',6-dimethyl-[1,4'-bipyridin]-2-one ClC=1C(N(C(=CC1OCC1=NC=C(C=C1F)F)C)C1=CC(=NC=C1C)C1=NC(=NC=C1)C1(CCOCC1)O)=O